ClC1=NC(=NC(=N1)OC(C)C)N[C@@H]1CCC=2NC3=CC=CC=C3C2C1 (3R)-N-(4-chloro-6-isopropoxy-1,3,5-triazin-2-yl)-2,3,4,9-tetrahydro-1H-carbazol-3-amine